FC(C1=NC=CC(=C1F)NC(=O)N1CC=2C(=NN3C2C(CC[C@H](C3)O)(F)F)C[C@H]1C)F (3R,8R)-N-(2-(Difluoromethyl)-3-fluoropyridin-4-yl)-11,11-difluoro-8-hydroxy-3-methyl-3,4,8,9,10,11-hexahydro-1H-pyrido[4',3':3,4]pyrazolo[1,5-a]azepine-2(7H)-carboxamide